7-(9-acryloyl-7-oxo-3,9-diazabicyclo[3.3.1]nonan-3-yl)-10-(2,4-difluorophenyl)-9-(trifluoromethyl)-2,3-dihydro-5H-[1,4]thiazino[2,3,4-ij]quinazolin-5-one C(C=C)(=O)N1C2CN(CC1CC(C2)=O)C2=NC(N1C3=C(C(=C(C=C23)C(F)(F)F)C2=C(C=C(C=C2)F)F)SCC1)=O